S1C=CC=2C1=CN=CC2N2N=CC(=C2C(F)(F)F)C(=O)NC2=CC(=NC=C2)C(F)(F)F 1-(thieno[2,3-c]pyridin-4-yl)-5-(trifluoromethyl)-N-(2-(trifluoromethyl)pyridin-4-yl)-1H-pyrazole-4-carboxamide